C12(CC(C1)C2)C(=O)N2[C@H]([C@H](C(C2)(F)F)NS(=O)(=O)CC)CC2=CC(=CC=C2)C2=NC(=CC(=C2)C)C N-[(2S,3R)-1-(bicyclo[1.1.1]pentane-1-carbonyl)-2-{[3-(4,6-dimethylpyridin-2-yl)phenyl]methyl}-4,4-difluoropyrrolidin-3-yl]ethanesulfonamide